SC1=NNC=N1 3-merCapto-1,2,4-triazole